C(CCCCCCCC)(=O)OC(CSCCCCCCC)CCCCCC(CCCCCC(CSCCCCCCC)OC(CCCCCCCC)=O)=O 1,15-bis(heptylthio)-8-oxopentadecane-2,14-diyl dinonanoate